4-(morpholine-4-carbonyl)quinoline-2-carbaldehyde N1(CCOCC1)C(=O)C1=CC(=NC2=CC=CC=C12)C=O